BrC1=C(C=CC(=C1)OCCOC)NC1=CC=NC2=CC(=CC=C12)C(F)F N-(2-bromo-4-(2-meth-oxyethoxy)-phenyl)-7-(difluoro-methyl)quinolin-4-amine